dibutylisobutylaluminum C(CCC)[Al](CC(C)C)CCCC